4-(3-(2,6-difluoro-3,5-dimethoxyphenyl)-7-(1-methyl-1H-pyrazol-4-yl)-2-oxo-3,4-dihydropyrido[4,3-d]pyrimidin-1(2H)-yl)benzonitrile FC1=C(C(=C(C=C1OC)OC)F)N1C(N(C2=C(C1)C=NC(=C2)C=2C=NN(C2)C)C2=CC=C(C#N)C=C2)=O